C(C=C)(=O)NC1=C(C(=O)NC2=NNC(=C2)CCC2=CC(=CC(=C2)OC)OC)C=CC(=C1)N1CCC(CC1)O 2-acrylamido-N-(5-(3,5-dimethoxyphenethyl)-1H-pyrazol-3-yl)-4-(4-hydroxypiperidin-1-yl)benzamide